COC1=CC=C(CC2=NOC3=C2C(C=2C=CC=CC2C3=O)=O)C=C1 3-(4-methoxybenzyl)-naphtho[2,3-d]isoxazole-4,9-dione